C(#N)C1=C(C=NC(=C1)OC)C(=O)NC1=C(C=C(C(=C1)C=1C=NC(=NC1)N1CCOCC1)F)N1C[C@H](N([C@H](C1)C)C)C 4-cyano-N-[4-fluoro-5-(2-morpholin-4-ylpyrimidin-5-yl)-2-[(3R,5S)-3,4,5-trimethylpiperazin-1-yl]phenyl]-6-methoxypyridine-3-carboxamide